FC=1C=C(C=CC1C=1N=C(SC1)NC=1C=NN(C1)CCCOC)N1C(NCC1)=O 1-(3-Fluoro-4-{2-[1-(3-methoxy-propyl)-1H-pyrazol-4-ylamino]-thiazol-4-yl}-phenyl)-imidazolidin-2-one